ClC1=C(C=CC=C1)CC(=O)NC1=CC(=NC=C1)C(=O)NC12CCC(C1)(C2)F 4-[[2-(2-Chlorophenyl)acetyl]amino]-N-(4-fluoro-1-bicyclo[2.1.1]hexyl)pyridine-2-carboxamide